6-((2-cyclopropyl-2-carbonylethyl)amino)-5-methylisoindolin-1-one C1(CC1)C(CNC1=C(C=C2CNC(C2=C1)=O)C)=C=O